N,4-dihydroxy-3-methylbenzidine ONC1(C(C=C(C=C1)C1=CC=C(N)C=C1)C)O